(R)-3-Hydroxy-1-methyl-3-(3-(3-(2-(methylsulfonyl)pyrimidin-4-yl)phenyl)isoxazol-5-yl)pyrrolidin-2-one O[C@@]1(C(N(CC1)C)=O)C1=CC(=NO1)C1=CC(=CC=C1)C1=NC(=NC=C1)S(=O)(=O)C